C1(=CC=CC=2OC3=C(C21)C=CC=C3)C=3C(=C(C=CC3)C=3C(=CC=CC3)C3=CC=CC=C3)C3=NN=NC(=C3C3=C(C=CC=C3)C3=CC=CC=C3)C3=CC=CC=C3 dibenzofuranyl[phenyl-(biphenylyl)triazinyl]terbenzen